C(C1=CC=CC=C1)OC1=CC=CC(=N1)N([C@@H](C)C(=O)OC)C methyl N-(6-(benzyloxy)pyridin-2-yl)-N-methylalaninate